tert-butyl N-[[1-(6-allyloxy-7-oxo-1,6-diazabicyclo[3.2.1]oct-3-en-3-yl)triazol-4-yl]methyl]-N-acetamidocarbamate C(C=C)ON1C2C=C(CN(C1=O)C2)N2N=NC(=C2)CN(C(OC(C)(C)C)=O)NC(C)=O